FC=1C=C(CNC2=NC=C(C(=N2)NC2=CC=CC=C2)C(=O)N)C=CC1F 2-(3,4-difluorobenzylamino)-4-(phenylamino)pyrimidine-5-carboxamide